Mercaptocholesterol SCC(C)CCC[C@@H](C)[C@H]1CC[C@H]2[C@@H]3CC=C4C[C@@H](O)CC[C@]4(C)[C@H]3CC[C@]12C